NC1=C2C(N(C(C2=CC=C1)=O)C1C(N(C(CC1)=O)C(=O)OCCCCCCN=[N+]=[N-])=O)=O 6-azidohexyl 3-(4-amino-1,3-dioxoisoindolin-2-yl)-2,6-dioxopiperidine-1-carboxylate